(S)-2-amino-N-(4-(benzylthio)phenyl)-3-(pyridin-3-yl)propanamide hydrochloride Cl.N[C@H](C(=O)NC1=CC=C(C=C1)SCC1=CC=CC=C1)CC=1C=NC=CC1